triisopropyl-((6-methyl-3,4-dihydro-naphthalen-1-yl)oxy)silane C(C)(C)[Si](OC1=CCCC2=CC(=CC=C12)C)(C(C)C)C(C)C